3,3-dimethylbutanoyl-N-{[4-(4-methyl-1,3-thiazol-5-yl)phenyl]methyl}pyrrolidine-2-carboxamide CC(CC(=O)N1C(CCC1)C(=O)NCC1=CC=C(C=C1)C1=C(N=CS1)C)(C)C